1-(4-chloro-3-(trifluoromethyl)phenyl)-3-(2,2-difluorobenzo[d][1,3]dioxol-5-yl)thiourea ClC1=C(C=C(C=C1)NC(=S)NC1=CC2=C(OC(O2)(F)F)C=C1)C(F)(F)F